CN1[C@H]([C@H](CCC1)C1=CC=2C(=NC=C(C2NC=2C=CC3=C(N=CS3)C2)F)S1)C N-(2-((2S,3S)-1,2-dimethylpiperidin-3-yl)-5-fluorothieno[2,3-b]pyridin-4-yl)benzo[d]thiazol-5-amine